tert-Butyl ((1r,4r)-4-((6-(2,6-difluoro-4-((3,3,3-trifluoropropyl)sulfonamido)phenyl)-8-isopropyl-7-oxo-7,8-dihydropteridin-2-yl)amino)cyclohexyl)carbamate FC1=C(C(=CC(=C1)NS(=O)(=O)CCC(F)(F)F)F)C1=NC=2C=NC(=NC2N(C1=O)C(C)C)NC1CCC(CC1)NC(OC(C)(C)C)=O